4-[4-[[(3S,4S)-4-aminotetrahydropyran-3-yl]methylamino]-5-chloro-6-oxo-pyridazin-1-yl]-N-phenyl-piperidine-1-sulfonamide N[C@@H]1[C@@H](COCC1)CNC=1C=NN(C(C1Cl)=O)C1CCN(CC1)S(=O)(=O)NC1=CC=CC=C1